C1CC[N+](CC1)(CCC2=CC=C(C=C2)NC(=O)CCCC(=O)O)[O-] The molecule is a dicarboxylic acid monoamide of glutaric acid containing benzene and oxidopiperidine moieties; a transition state analogue hapten used to elicit catalytic antibodies 5C8 and 14B9. It has a role as an epitope. It is a piperidine N-oxide and a dicarboxylic acid monoamide. It derives from a glutaric acid.